6-(6-(((1R,2R,3S,5S)-2-fluoro-8-methyl-8-azabicyclo[3.2.1]octan-3-yl)(methyl)amino)pyridazin-3-yl)-7-hydroxy-2-methylisoquinolin-1(2H)-one F[C@@H]1[C@H]2CC[C@@H](C[C@@H]1N(C1=CC=C(N=N1)C=1C=C3C=CN(C(C3=CC1O)=O)C)C)N2C